di-tert-butylcumyl peroxide C(C)(C)(C)C(C(C)(C1=CC=CC=C1)OOC(C(C(C)(C)C)C(C)(C)C)(C)C1=CC=CC=C1)C(C)(C)C